dihydrodibenzo[b,e]selenepin C1CC=CC=2[Se]C=C3C(=CC21)C=CC=C3